[S-2].[Zn+2].[Se+2].[S-2] selenium-zinc sulfide